N1-(2-(dimethylamino)ethyl)-N4-(4-(4-fluoro-1-isopropyl-1H-indazole-6-yl)pyrimidin-2-yl)-5-methoxy-N1-methyl-2-nitrobenzene-1,4-diamine CN(CCN(C1=C(C=C(C(=C1)OC)NC1=NC=CC(=N1)C1=CC(=C2C=NN(C2=C1)C(C)C)F)[N+](=O)[O-])C)C